FC1=C(C=CC=C1C(F)(F)F)CC(=O)NC=1C=NC(=C(C1)F)N1C=NC(=C1)N1C(CC(C1)O)=O 2-(2-fluoro-3-(trifluoromethyl)phenyl)-N-(5-fluoro-6-(4-(4-hydroxy-2-oxopyrrolidin-1-yl)-1H-imidazol-1-yl)pyridin-3-yl)acetamide